C(CC)C1CCN(CC1)CC1=CC=C(C=C1)B(O)O (4-[(4-PROPYLPIPERIDIN-1-YL)METHYL]PHENYL)BORANEDIOL